N,N-dimethylformamide dipentyl acetal C(CCCC)OC(N(C)C)OCCCCC